[tert-butyl(dimethyl)silyl]oxyl-2-(pyridin-2-yl)ethan-1-amine [Si](C)(C)(C(C)(C)C)OC(CC1=NC=CC=C1)N